ClC1=CC=C2C=CC(=NC2=C1C)C 7-chloro-2,8-dimethylquinoline